5-{4-[(benzyloxy)carbonyl]piperazin-1-yl}-2-[(1S)-1-methoxyethyl]pyridin-3-ylboronic acid C(C1=CC=CC=C1)OC(=O)N1CCN(CC1)C=1C=C(C(=NC1)[C@H](C)OC)B(O)O